(1R,5S,6r)-N-(Propan-2-yl)-3-[5-(propan-2-yl)-1H-pyrazol-3-carbonyl]-3-azabicyclo[3.1.0]hexan-6-carboxamid CC(C)NC(=O)C1[C@H]2CN(C[C@@H]12)C(=O)C1=NNC(=C1)C(C)C